3-(4-(5-chloro-2-(trifluoromethyl)phenyl)piperidine-1-carbonyl)-[1,2,4]Triazolo[4,3-a]Pyridine-6-carbonitrile ClC=1C=CC(=C(C1)C1CCN(CC1)C(=O)C1=NN=C2N1C=C(C=C2)C#N)C(F)(F)F